(9H-fluoren-9-yl)methyl (R)-7-hydroxy-6,8-dioxo-1,3,4,6,8,12a-hexahydro-12H-[1,4]oxazino[3,4-c]pyrido[2,1-f][1,2,4]triazine-12-carboxylate OC=1C(C=CN2N([C@H]3N(C(C21)=O)CCOC3)C(=O)OCC3C2=CC=CC=C2C=2C=CC=CC32)=O